C(#N)C1=CC=2N(N=C1)C(=CC2)C(=O)NC2=CC1=CN(N=C1C=C2OC)C2CCC(CC2)N2CCNCC2 3-cyano-N-(6-methoxy-2-((1r,4r)-4-(piperazin-1-yl)cyclohexyl)-2H-indazol-5-yl)pyrrolo[1,2-b]pyridazine-7-carboxamide